Sodium tetrakis[3,5-bis(trifluoromethyl)phenyl]-borate FC(C=1C=C(C=C(C1)C(F)(F)F)[B-](C1=CC(=CC(=C1)C(F)(F)F)C(F)(F)F)(C1=CC(=CC(=C1)C(F)(F)F)C(F)(F)F)C1=CC(=CC(=C1)C(F)(F)F)C(F)(F)F)(F)F.[Na+]